methyl N-methyl-N-(methyl ((S)-1-((R)-1-tritylaziridine-2-carbonyl) piperidin-3-yl) carbamoyl)-L-valinate CN([C@@H](C(C)C)C(=O)OC)C(N([C@@H]1CN(CCC1)C(=O)C1[N@@](C1)C(C1=CC=CC=C1)(C1=CC=CC=C1)C1=CC=CC=C1)C)=O